1-(1-(7,8-difluoro-1-oxo-1,2-dihydroisoquinolin-4-yl)ethyl)-3-(4-fluoro-3-methylphenyl)-1-methylurea FC1=CC=C2C(=CNC(C2=C1F)=O)C(C)N(C(=O)NC1=CC(=C(C=C1)F)C)C